OC1=C(C=C(C(=O)O)C=C1)C(C1=CC(=CC=C1)O)=O 4-hydroxy-3-(3-hydroxybenzoyl)benzoic acid